FC=1C=CC(=NC1)OC[C@@H]1N(C2CC(C1)C2)C(=O)C2=C(C=CC(=C2)C)C=2SC=CN2 (3R)-3-{[(5-Fluoropyridin-2-yl)oxy]methyl}-2-{[5-methyl-2-(1,3-thiazol-2-yl)phenyl]carbonyl}-2-azabicyclo[3.1.1]heptan